NC1=NC=C(C2=C1C(=C(N2C)C2=CC=C(C=C2)NC(C=C)=O)C2=CC(=C(C=C2)OC2=NN(C(=C2)C(F)(F)F)C)F)C#N N-(4-(4-amino-7-cyano-3-(3-fluoro-4-((1-methyl-5-(trifluoromethyl)-1H-pyrazol-3-yl)oxy)phenyl)-1-methyl-1H-pyrrolo[3,2-c]pyridin-2-yl)phenyl)acrylamide